C(C=C)OC(C(OCCC)OC)C propoxypropylene glycol (methyl) allyl ether